C(C)(C)[Si](C(C)C)(C(C)C)C#CC=1C=2N(C=CC1C(=O)N)N=CC2 4-((Triisopropylsilyl)ethynyl)pyrazolo[1,5-a]pyridine-5-carboxamide